C(C)(C)(C)NC=1C2=C(N=C(N1)C1=CC(=NC=C1C(F)(F)F)Cl)C=NC=C2 N-tert-butyl-2-[2-chloro-5-(trifluoromethyl)pyridin-4-yl]pyrido[3,4-d]pyrimidin-4-amine